[2-(3-FORMYLPIPERIDIN-1-YL)PROPANOYL]UREA C(=O)C1CN(CCC1)C(C(=O)NC(=O)N)C